BrC1=C(C(=O)C2=CC=NC=C2)C(=CC=C1)Br 4-(2,6-dibromobenzoyl)pyridine